3-isopropyl-5-(4-(2,2,2-trifluoro-1-((5-(2-fluoropyridin-4-yl)thiazolo[5,4-b]pyridin-2-yl)oxy)ethyl)piperidin-1-yl)-1,2,4-oxadiazole C(C)(C)C1=NOC(=N1)N1CCC(CC1)C(C(F)(F)F)OC=1SC2=NC(=CC=C2N1)C1=CC(=NC=C1)F